Trans-5-(3-(3-bromo-2,5-difluorophenyl)-2,2-dichloropropane-1-carboxamido)-2-chloro-N-(2,4-difluorophenyl)benzamide BrC=1C(=C(C=C(C1)F)CC(CC(=O)NC=1C=CC(=C(C(=O)NC2=C(C=C(C=C2)F)F)C1)Cl)(Cl)Cl)F